2,4'-dihydroxyacetophenone OCC(=O)C1=CC=C(C=C1)O